(6,7-dichloro-1-methyl-1,3,4,5-tetrahydro-2H-pyrido[4,3-b]indol-2-yl)(5-(4-methylpiperazin-1-yl)pyrimidin-2-yl)methanone ClC1=C(C=CC=2C3=C(NC12)CCN(C3C)C(=O)C3=NC=C(C=N3)N3CCN(CC3)C)Cl